CN(C(\C=C\C=1C=NC(=CC1)NS(N(C)C)(=O)=O)=O)CC=1OC2=C(C1C)C(=CC=C2C)C (E)-N-methyl-3-(6-((N,N-dimethylsulfamoyl)amino)pyridin-3-yl)-N-((3,4,7-trimethylbenzofuran-2-yl)methyl)acrylamide